(E)-N-[1-(2-nitrophenyl)-1H-pyrrol-2-ylallylamino]-guanidine [N+](=O)([O-])C1=C(C=CC=C1)N1C(=CC=C1)C=CCNN\C(=N\[H])\N